PYRIMIDIN-4-CARBOXYLATE N1=CN=C(C=C1)C(=O)[O-]